C(C)(C)(C)OC(=O)N1C(CNCC1)C1=C(C(N(C2=NC(=C(C=C12)Cl)C1=C(C(=CC(=C1F)Cl)Cl)N)C=1C(=NC=NC1C(C)C)C(C)C)=O)C#N (7-(2-amino-3,5-dichloro-6-fluorophenyl)-6-chloro-3-cyano-1-(4,6-diisopropylpyrimidin-5-yl)-2-oxo-1,2-dihydro-1,8-naphthyridin-4-yl)piperazine-1-carboxylic acid tert-butyl ester